(1R,5R)-5-amino-2,2-dimethylcyclohexanoate hydrochloride Cl.N[C@@H]1CCC([C@@H](C1)C(=O)O)(C)C